COC1=CC=C(CN2C(=NC=3C2=NC=CC3)N[C@@H]3C[C@H](CC3)NC(OC(C)(C)C)=O)C=C1 tert-butyl ((1S,3S)-3-((3-(4-methoxybenzyl)-3H-imidazo[4,5-b]pyridin-2-yl)amino)cyclopentyl)carbamate